3-[2-[[tert-butyl-(dimethyl)silyl]oxymethyl]-5-nitro-phenyl]propane-1,2-diol C(C)(C)(C)[Si](OCC1=C(C=C(C=C1)[N+](=O)[O-])CC(CO)O)(C)C